CCC(C(=O)[O-])O.[Na+] Sodium hydroxybutyrate